Methyl 2-(2-((3-(2,6-dioxopiperidin-3-yl)-1-methyl-1H-indazol-7-yl)oxy)-acetamido)-4,5-dimethylthiophene-3-carboxylate O=C1NC(CCC1C1=NN(C2=C(C=CC=C12)OCC(=O)NC=1SC(=C(C1C(=O)OC)C)C)C)=O